5-(2-Fluoro-6-hydroxy-4-(pyrazolo[1,5-a]pyridin-3-yl)phenyl)-1,2,5-thiadiazolidin-3-one 1,1-dioxide FC1=C(C(=CC(=C1)C=1C=NN2C1C=CC=C2)O)N2CC(NS2(=O)=O)=O